6-(biphenyl-4-yl)-4-(3-pyridine-3-yl-phenyl)-2-([1,1':4',1'']terphenyl-4-yl)-benzoxazole C1(=CC=C(C=C1)C1=CC2=C(N=C(O2)C2=CC=C(C=C2)C2=CC=C(C=C2)C2=CC=CC=C2)C(=C1)C1=CC(=CC=C1)C=1C=NC=CC1)C1=CC=CC=C1